C(CCCCCCCCCCCCC)N(CN1N=NC2=C1CCCC2)CCCCCCCCCCCCCC 4,5,6,7-tetrahydro-N,N-ditetradecyl-1H-benzotriazole-1-methanamine